ClC1=NC=CC=C1C(=O)NC1=CC=C(C=C1)N1C(CC(NC2=C3CCNCC3=CC=C21)=O)=O 5-[4-[(2-chloropyridin-3-yl)carbonylamino]phenyl]-8,9,10,11-tetrahydro-1H-[1,4]diazepino[2,3-f]Isoquinoline-2,4(3H,5H)-dione